2-Methylheptyl palmitate C(CCCCCCCCCCCCCCC)(=O)OCC(CCCCC)C